FC1(OC2=C(O1)C=CC(=C2)N(C(=O)C=2C=C(C=CC2)N2N=C(C=1CCCC(C21)OC2=CC=CN=N2)C(F)(F)F)C)F 6-[[1-[3-[(2,2-Difluoro-1,3-benzodioxol-5-yl)-methyl-carbamoyl]phenyl]-3-(trifluoromethyl)-4,5,6,7-tetrahydroindazol-7-yl]oxy]pyridazin